FC1(CC1)CNS(=O)(=O)C1=C(C=CC=C1)[N+](=O)[O-] N-[(1-fluorocyclopropyl)methyl]-2-nitrobenzenesulfonamide